2'-(isoquinolin-4-yl)-5',6'-dihydrospiro[azetidine-3,4'-pyrrolo[1,2-b]pyrazole] C1=NC=C(C2=CC=CC=C12)C=1C=C2N(N1)CCC21CNC1